ClC(C)C=1N=C(SC1)C1CC1 4-[1-Chloroethyl]-2-cyclopropyl-thiazole